FC[C@@H](CO)OC1OCCCC1 (2R)-3-fluoro-2-((tetrahydro-2H-pyran-2-yl)oxy)propan-1-ol